9-methoxy-11,11-dimethyl-11H-benzofluoren-6-ol COC1=CC=2C(C=3C4=C(C=C(C3C2C=C1)O)C=CC=C4)(C)C